[K+].P(=O)(OCCCCCCCCCCCC)([O-])[O-].[K+] monolauryl phosphate potassium salt